bromotrityl-tetrazole Methyl-1-(4-butylbenzyl)-5-hydroxy-2-oxo-2,3-dihydro-1H-benzo[b]azepine-4-carboxylate COC(=O)C1=C(C2=C(N(C(C1)=O)CC1=CC=C(C=C1)CCCC)C=CC=C2)O.BrC2=C(C(C1=CC=CC=C1)(C1=CC=CC=C1)C1=NN=NN1)C=CC=C2